NC1=NN(C(=C1NCCO)N)C 3,5-diamino-4-(β-hydroxyethyl)amino-1-methyl-pyrazole